ClC=1C=CC(=C(C1)NC(=O)C=1SC(=CC1)[N+](=O)[O-])OCCOC N-(5-chloro-2-(2-methoxyethoxy)phenyl)-5-nitrothiophene-2-carboxamide